C(CCC)C=1C=C2C(=CC=NC2=CC1)C1=CC(=CC=C1)C 6-butyl-4-(3-methylphenyl)quinolin